O-(cyclohexylmethyl)-L-threonine methyl ester COC([C@@H](N)[C@H](OCC1CCCCC1)C)=O